7-fluorophthalazin-1(2H)-one FC1=CC=C2C=NNC(C2=C1)=O